Cl.FC=1C=C(C=CC1F)NC(C1=NC=C(C=C1)CCCCC)=O N-(3,4-difluorophenyl)-5-pentylpicolinamide hydrogen chloride